2-(3-(((1S,2R,3R,5S,6R)-2-fluoro-6-methoxy-1-methyl-8-azabicyclo[3.2.1]octan-3-yl)oxy)-1,2,4-triazin-6-yl)-5-(1H-imidazol-1-yl)phenol F[C@@H]1[C@@]2(C[C@H]([C@H](C[C@H]1OC=1N=NC(=CN1)C1=C(C=C(C=C1)N1C=NC=C1)O)N2)OC)C